copper p-chloroxylenol ClC1=CC(C(C=C1)(C)O)C.[Cu]